NC(CCC(=O)O)(CCC(=O)O)CCC(=O)O 4-amino-4-(2-carboxyethyl)pimelic acid